N-(1-p-fluorophenylethenyl)indole FC1=CC=C(C=C1)C(=C)N1C=CC2=CC=CC=C12